ClC=1C=C(C=CC1Cl)NC1=CC(=NC=2N1N=C(N2)C(F)(F)F)C N-(3,4-dichlorophenyl)-5-methyl-2-(trifluoromethyl)[1,2,4]triazolo[1,5-a]pyrimidin-7-amine